tert-butyl (1-(quinolin-4-yl)piperidin-4-yl)methylcarbamate N1=CC=C(C2=CC=CC=C12)N1CCC(CC1)CNC(OC(C)(C)C)=O